5-methyl-3-(4,4,5,5-tetramethyl-1,3,2-dioxaborolan-2-yl)-1H-pyrazole CC1=CC(=NN1)B1OC(C(O1)(C)C)(C)C